N-(4,6-difluoro-1,3-benzothiazol-2-yl)piperidine FC1=CC(=CC2=C1N=C(S2)N2CCCCC2)F